C(C)(C)(C)OC(=O)N1CCC(CC1)OC1=CC(=C(C=C1)C1=CC=C2C(=CC=NC2=C1)Cl)F.C1(CC2C(CC1)O2)CCCC[Si](OCC)(OCC)OCC δ-(3,4-epoxycyclohexyl)butyl-triethoxysilane tert-butyl-4-(4-(4-chloroquinolin-7-yl)-3-fluorophenoxy)piperidine-1-carboxylate